FC(C1=NC(=NO1)C1=CC2=C(C(CO2)NC(=O)C2=CN=C(O2)C)C=C1)F N-(6-(5-(difluoromethyl)-1,2,4-oxadiazol-3-yl)-2,3-dihydrobenzofuran-3-yl)-2-methyloxazole-5-carboxamide